(R)-3,3,4,4,7-pentafluoro-2a-hydroxy-2,2a,3,4-tetrahydro-1H-cyclopenta[cd]inden-1-one FC1(C(C=2C=3[C@@]1(CC(C3C(=CC2)F)=O)O)(F)F)F